5-(4-(2-(3,5-difluorophenyl)-2-hydroxyacetamido)-2-methylphenyl)-N-isopropyl-2-methylnicotinamide FC=1C=C(C=C(C1)F)C(C(=O)NC1=CC(=C(C=C1)C=1C=NC(=C(C(=O)NC(C)C)C1)C)C)O